CN(S(=O)(=O)N([C@@H]1[C@@H](N([C@@H](C1)C)C(=O)OC(C)(C)C)COC1CCC(CC1)C1=CC(=CC=C1)O)CC1=CC=C(C=C1)OC)C tert-butyl (2R,3S,5R)-3-((N,N-dimethylsulfamoyl)(4-methoxybenzyl)amino)-2-(((4-(3-hydroxyphenyl)cyclohexyl)oxy)methyl)-5-methylpyrrolidine-1-carboxylate